CN1N=C2CCCCC2=C1C1=NC(=NO1)[C@@H]1CC12CCN(CC2)S(=O)(=O)N (1R)-1-[5-(2-methyl-4,5,6,7-tetrahydro-2H-indazol-3-yl)-1,2,4-oxadiazol-3-yl]-6-azaspiro[2.5]octane-6-sulfonamide